2-chloro-9,10-dimethoxy-methyl-oxyanthracene ClC1=C(C2=C(C3=CC=CC=C3C(=C2C=C1)OC)OC)OC